CNCCNC(C(=C)CN1C(C=2C=CC3=C(C2C1)C=C(C=C3)C3=NC=CC=C3)=O)=O N-[2-(methylamino)ethyl]-2-{[3-oxo-8-(pyridin-2-yl)-1H,2H,3H-benzo[e]isoindol-2-yl]methyl}prop-2-enamide